N-(1-(4-methoxyphenyl)-2-oxo-2-((4-(trimethylsilyl)phenyl)amino)ethyl)-N-methyl-2-oxoindoline-5-carboxamide COC1=CC=C(C=C1)C(C(NC1=CC=C(C=C1)[Si](C)(C)C)=O)N(C(=O)C=1C=C2CC(NC2=CC1)=O)C